(β-aminoethyl)-γ-aminopropyl-methyltrimethoxysilane NCCC(O[Si](OC)(OC)C)CCCN